O1N=CC(CC1=O)=O oxazine-4,6-dione